C[C@@H](CN1C[C@@]2(CCS(C2)(=O)=O)CC1)CC1=CC=C(C=C1)C(C)(C)CC (S)-7-((R)-2-methyl-3-(4-(tert-amyl)phenyl)propyl)-2-thia-7-azaspiro[4.4]nonane 2,2-dioxide